C(C1=CC=CC=C1)C1(CN(CC1)S(=O)(=O)C1=CC(=CC(=C1)F)F)C=1C=C2C=NN(C2=CC1C)C=1C=CC(N(C1)C)=O 5-(5-(3-benzyl-1-((3,5-difluorophenyl)sulfonyl)pyrrolidin-3-yl)-6-methyl-1H-indazol-1-yl)-1-methylpyridin-2(1H)-one